resveratrol tristriflate S(=O)(=O)(C(F)(F)F)OC=1C=C(C=C(C1)OS(=O)(=O)C(F)(F)F)C=CC1=CC=C(OS(=O)(=O)C(F)(F)F)C=C1